4-[(3-chloro-4-fluorophenyl)amino]-7-methoxy-6-{3-[(1R,6S)-2,5-dioxo-8-azabicyclo[4.3.0]nonane-8-yl]propoxy}quinazoline ClC=1C=C(C=CC1F)NC1=NC=NC2=CC(=C(C=C12)OCCCN1C[C@H]2C(CCC([C@H]2C1)=O)=O)OC